C(C)(C)(C)[Si](OCCCN1N=C(C(=C1)B1OC(C(O1)(C)C)(C)C)C)(C)C tert-butyl-dimethyl-[3-[3-methyl-4-(4,4,5,5-tetramethyl-1,3,2-dioxaborolan-2-yl)pyrazol-1-yl]propoxy]silane